C1(CC1)C1=CC(=NN1)NC(CC=1C=NN(C1)C1=CC(=CC=C1)C)=O N-(5-cyclopropyl-1H-pyrazol-3-yl)-2-[1-(3-methylphenyl)-1H-pyrazol-4-yl]acetamide